[F-].C(CCCC)[NH+]1C(CCCC1)CC 1-pentyl-2-ethylpiperidineium fluoride